methyl benzenedicarboxylate C=1(C(=CC=CC1)C(=O)[O-])C(=O)OC